dicarboxymethyl-propane tetraacrylate C(C=C)(=O)O.C(C=C)(=O)O.C(C=C)(=O)O.C(C=C)(=O)O.C(=O)(O)C(C(=O)O)CCC